5-(1-methyl-1H-benzo[d][1,2,3]triazol-6-yl)-N-(3-(4-methylpiperazin-1-yl)phenyl)-7H-pyrrolo[2,3-d]pyrimidin-2-amine CN1N=NC2=C1C=C(C=C2)C2=CNC=1N=C(N=CC12)NC1=CC(=CC=C1)N1CCN(CC1)C